COC=1C=C2CCN(C(C2=CC1NC=1N=NC(=C(N1)NC1=C(C=CC=C1)OC)C(=O)N)C)C ((6-methoxy-1,2-dimethyl-1,2,3,4-tetrahydroisoquinolin-7-yl)amino)-5-((2-methoxyphenyl)amino)-1,2,4-triazine-6-carboxamide